NC1C(N(C=2N(CC1)N=C(C2)C2CCOCC2)C)=O 6-amino-4-methyl-2-tetrahydropyran-4-yl-7,8-dihydro-6H-pyrazolo[1,5-a][1,3]diazepin-5-one